3-(2,6-dichlorophenyl)-1-methyl-7-(methylsulfonyl)-2,3-dihydropyrimido[4,5-d]pyrimidine ClC1=C(C(=CC=C1)Cl)N1CN(C2=NC(=NC=C2C1)S(=O)(=O)C)C